C1(CC1)[C@@H](COC)N(C(C(=O)NC=1C=C(C(=NC1)NC(OC(C)(C)C)=O)C)=O)CC1=NC=C(C=C1)C(F)(F)F (S)-tert-butyl (5-(2-((1-cyclopropyl-2-methoxyethyl)((5-(trifluoromethyl)pyridin-2-yl)methyl)amino)-2-oxoacetamido)-3-methylpyridin-2-yl)carbamate